N-[2-fluoro-5-[2-(2-hydroxyethoxy)-6-(morpholin-4-yl)pyridin-4-yl]-4-methylphenyl]-3-(1,1,1-trifluoropropan-2-yl)pyrrolidine-1-carboxamide FC1=C(C=C(C(=C1)C)C1=CC(=NC(=C1)N1CCOCC1)OCCO)NC(=O)N1CC(CC1)C(C(F)(F)F)C